OC1=C(C(N(C=C1)C)=O)NC(N[C@@H](CC(=O)OCC)C=1C=C(C(=CC1)OC(F)(F)F)C1=C(C=CC=C1)C)=O Ethyl (S)-3-(3-(4-Hydroxy-1-methyl-2-oxo-1,2-dihydropyridin-3-yl)ureido)-3-(2'-methyl-6-(trifluoromethoxy)biphenyl-3-yl)propanoat